OCC=1C=C(C#N)C(=CN1)OC(C)C 2-(hydroxymethyl)-5-isopropoxyisonicotinonitrile